tert-butyl 4-(5-(3-methyl-2-(2-methylpyridin-4-yl)-1H-indol-6-yl)pyridin-2-yl)piperazine-1-carboxylate CC1=C(NC2=CC(=CC=C12)C=1C=CC(=NC1)N1CCN(CC1)C(=O)OC(C)(C)C)C1=CC(=NC=C1)C